(3'-ethoxy-4-((4-methoxybenzyl)oxy)-4'-(7-oxo-6,7-dihydro-3H-[1,2,3]triazolo[4,5-d]pyrimidin-5-yl)-[1,1'-biphenyl]-3-yl)glycine tert-butyl ester C(C)(C)(C)OC(CNC=1C=C(C=CC1OCC1=CC=C(C=C1)OC)C1=CC(=C(C=C1)C=1NC(C2=C(N1)NN=N2)=O)OCC)=O